4-(((2S,4R)-4-cyclopropyl-2-(4-(methyl-Oxycarbonyl)phenyl)piperidin-1-yl)methyl)-5-(cyclopropynyl)-7-methyl-1H-indole-1-carboxylic acid tert-butyl ester C(C)(C)(C)OC(=O)N1C=CC2=C(C(=CC(=C12)C)C1C#C1)CN1[C@@H](C[C@@H](CC1)C1CC1)C1=CC=C(C=C1)C(=O)OC